methyl 8-(2-methoxy-4-{6-oxo-2H,4H,5H,6H,7H-pyrazolo[3,4-b]pyridin-4-yl}phenoxy)quinoline-5-carboxylate COC1=C(OC2=CC=C(C=3C=CC=NC23)C(=O)OC)C=CC(=C1)C1C=2C(NC(C1)=O)=NNC2